C(C)(C)(C)N(C(O)=O)CC1=CC(=C(C=C1)C=1N=C2SC3=C(N2C1)C=CC(=C3)C(NCCCN3CCCCC3)=O)C3CC3.C3(=C(C(=C(C=1C(=C2C(=C(C(=CC2=CC31)[2H])[2H])[2H])[2H])[2H])[2H])[2H])[2H] anthracene-d8 tert-butyl-(3-cyclopropyl-4-(7-((3-(piperidin-1-yl)propyl)carbamoyl)benzo[d]imidazo[2,1-b]thiazol-2-yl)benzyl)carbamate